cis-N-methyl-4-(3-trifluoromethyl-4-chlorophenyl)-1,2,3,4-tetrahydro-1-naphthalenamine CN[C@@H]1CC[C@@H](C2=CC=CC=C12)C1=CC(=C(C=C1)Cl)C(F)(F)F